(4-chloro-benzyl)-methyl-amide ClC1=CC=C(C[N-]C)C=C1